FC(C=1C=CC(=NC1)CNC1CCOCC1)(F)F N-((5-(trifluoromethyl)pyridin-2-yl)methyl)tetrahydro-2H-pyran-4-amine